(S)-2-(1-cyclopropylpiperidin-4-yl)-5-(5-methyl-3,4,5,6-tetrahydropyridin-2-yl)benzo[d]thiazole C1(CC1)N1CCC(CC1)C=1SC2=C(N1)C=C(C=C2)C2=NC[C@H](CC2)C